methyl 6-[2,6-difluoro-4-(methoxymethyl) phenyl]-5-fluoropyridine-2-carboxylate FC1=C(C(=CC(=C1)COC)F)C1=C(C=CC(=N1)C(=O)OC)F